OC1=CC(=CC=2OC(OC(C21)=O)(C)C)OC 5-hydroxy-7-methoxy-2,2-dimethyl-1,3-benzodioxin-4-one